4-(1-(3-Amino-6-(2-hydroxyphenyl)pyridazin-4-yl)-3-methylpiperidin-3-yl)benzoic acid NC=1N=NC(=CC1N1CC(CCC1)(C)C1=CC=C(C(=O)O)C=C1)C1=C(C=CC=C1)O